3-iodo-2-methoxy-4-methylbicyclo[4.2.0]octa-1(6),2,4-triene IC1=C(C=2CCC2C=C1C)OC